BrC1=CN=C2C(=NC(=NN21)OC(CC2=CC=CC=C2)CCC)N(CC2=CC=C(C=C2)OC)CC2=CC=C(C=C2)OC 7-bromo-N,N-bis(4-methoxybenzyl)-2-((1-phenylpent-2-yl)oxy)imidazo[2,1-f][1,2,4]triazin-4-amine